O=C1N(C(CCC1N1C(C2=CC=CC=C2C1)=O)=O)COCC[Si](C)(C)C 2-(2,6-dioxo-1-((2-(trimethylsilyl)ethoxy)methyl)piperidin-3-yl)-1-oxoisoindolin